C(CCCCC)C1=C2C(=CC(=C1)O2)CCCCCC (2,6-dihexyl-1,4-phenylen)ether